octylethylene glycol monolauryl ether C(CCCCCCCCCCC)OC(CO)CCCCCCCC